(1R,3S,7R,8R,10S,13R)-5-ethoxy-5-ethyl-7,9,9,13-tetramethyl-4,6-dioxatetracyclo[6.5.1.01,10.03,7]tetradecane C(C)OC1(O[C@H]2C[C@@]34[C@H](C([C@H]([C@]2(O1)C)C4)(C)C)CC[C@H]3C)CC